NC1=NC=2C=CC(=CC2C2=C1C=NN2C)C(=O)N(CC2=NC=C(C=C2)C(F)(F)F)N2C(OC1(CC1)C2)=O 4-amino-1-methyl-N-(5-oxo-4-oxa-6-azaspiro[2.4]heptan-6-yl)-N-((5-(trifluoromethyl)pyridin-2-yl)methyl)-1H-pyrazolo[4,3-c]quinoline-8-carboxamide